6-(4-fluorophenyl)-1-(2-morpholinylethyl)-2-oxo-N-(spiro[3.3]hept-2-yl)-1,2-dihydro-1,8-naphthyridine-3-carboxamide FC1=CC=C(C=C1)C=1C=C2C=C(C(N(C2=NC1)CCN1CCOCC1)=O)C(=O)NC1CC2(C1)CCC2